CC1(O[C@H]2[C@@H](O1)[C@@H](O[C@@H]2CO)C2=COC1=C2N=CN=C1NC(C1=CC=CC=C1)(C1=CC=CC=C1)C1=CC=CC=C1)C ((3aR,4R,6S,6aS)-2,2-dimethyl-6-(4-(tritylamino)furo[3,2-d]pyrimidin-7-yl)tetrahydrofuro[3,4-d][1,3]dioxol-4-yl)methanol